[Si](C1=CC=CC=C1)(C1=CC=CC=C1)(C(C)(C)C)OC(C(=O)O)CCC(=O)O 2-((tert-Butyldiphenylsilyl)oxy)pentanedioic acid